ClC=1C=C2C(=NC=NC2=CC1C1=C(C=C(C=C1)Cl)O)N1CCN(CC1)C(C=C)=O 1-(4-(6-chloro-7-(4-chloro-2-hydroxy-phenyl)quinazolin-4-yl)piperazin-1-yl)prop-2-en-1-one